trans-pent-2,4-dien-1-ylcyclohexane C(\C=C\C=C)C1CCCCC1